C(CCCCCCC)N(C(OCCCCCCC)=O)CCCCCCCC heptyl N,N-dioctylcarbamate